(S)-2-(N-[4-amino-5-(4-methoxybenzoyl)thiazol-2-yl]-4-chloro-anilino)propanamide Ethyl-3-(4-methylphenyl)propionate C(C)OC(CCC1=CC=C(C=C1)C)=O.NC=1N=C(SC1C(C1=CC=C(C=C1)OC)=O)N(C1=CC=C(C=C1)Cl)[C@H](C(=O)N)C